COC(C1=NC=CC(=C1)C=1OC2=C(N1)C=C(C=C2)B2OC(C(O2)(C)C)(C)C)=O 4-(5-(4,4,5,5-tetramethyl-1,3,2-dioxaborolan-2-yl)benzo[d]Oxazol-2-yl)picolinic acid methyl ester